C(C)(C)(C)OC(=O)N[C@@H](C)C(=O)N[C@H](CC1=CN(C2=CC=CC=C12)C)C(=O)OCC ethyl Nα-((tert-butoxycarbonyl)-L-alanyl)-1-methyl-D-tryptophanate